N-(4-((4-fluoro-2-methoxy-3-(2-methyl-2H-1,2,3-triazol-4-yl)phenyl)amino)-5-propionylpyridin-2-yl)cyclopropanecarboxamide FC1=C(C(=C(C=C1)NC1=CC(=NC=C1C(CC)=O)NC(=O)C1CC1)OC)C1=NN(N=C1)C